COC(=O)C1(CCN(CC1)CCNC(CCCC(NCC(NCC(NCC(NCC(=O)O)=O)=O)=O)=O)=O)N(C(CC)=O)C1=CC=CC=C1 20-(4-(methoxycarbonyl)-4-(N-phenylpropionamido)piperidin-1-yl)-4,7,10,13,17-pentaoxo-3,6,9,12,18-pentaazaicosan-1-oic acid